4,7-dimethyl-N,N-bis(methyl-d3)-5-oxo-4,5-dihydroimidazo[1,5-a]quinazoline-3-carboxamide CN1C=2N(C3=CC=C(C=C3C1=O)C)C=NC2C(=O)N(C([2H])([2H])[2H])C([2H])([2H])[2H]